CC1=CC=CC(=N1)C1=NN(C=C1C1=CC=NC2=CC=CC=C12)CC(=O)NC=1C=C(C(=O)OCCN(C(OC(C)(C)C)=O)C(C)C)C=C(C1)F tert-butyl 2-(3-(2-(3-(6-methylpyridin-2-yl)-4-(quinolin-4-yl)-1H-pyrazol-1-yl)acetamido)-5-fluorobenzoyloxy)ethylisopropylcarbamate